BrC=1C=NN(C1)C=1C=C(C=CC1O)NS(=O)(=O)C1=CC=C(C=C1)C N-(3-(4-bromo-1H-pyrazol-1-yl)-4-hydroxyphenyl)-4-methylbenzenesulfonamide